CC(CS(=O)(=O)O)C 2-methylpropane-1-sulfonic acid